2-isopropyl-4-methylthiazole-2,5-dicarboxamide C(C)(C)C1(SC(=C(N1)C)C(=O)N)C(=O)N